CC12CC3(CC(CC(C1)(C3)C)C2)NS(=O)(=O)C=2C=NC=CC2 N-(3,5-dimethyltricyclo[3.3.1.13,7]dec-1-yl)pyridine-3-sulfonamide